5-Bromo-2-((4-fluorobenzyl)carbamoyl)benzyl (E)-N'-(3-chloro-4-fluorophenyl)carbamimidothioate hydrobromide Br.ClC=1C=C(C=CC1F)\N=C(/N)\SCC1=C(C=CC(=C1)Br)C(NCC1=CC=C(C=C1)F)=O